vinyl-tris(1,1-dimethylpropynyloxy)silane C(=C)[Si](OC(C#C)(C)C)(OC(C#C)(C)C)OC(C#C)(C)C